tert-Butyl (2-(3-(phenyl(piperidin-4-ylidene)methyl)phenoxy)ethyl)carbamate C1(=CC=CC=C1)C(C=1C=C(OCCNC(OC(C)(C)C)=O)C=CC1)=C1CCNCC1